2-((4-((4-Cyclopropylnaphthalen-1-yl)amino)-6,7-dihydrothieno[3,2-d]Pyrimidin-2-yl)thio)acetic acid methyl ester COC(CSC=1N=C(C2=C(N1)CCS2)NC2=CC=C(C1=CC=CC=C21)C2CC2)=O